ClC=1C(=C(C(=CC1)C(F)F)C1=CN=C(C(=N1)C(=O)OCCCC)C(F)F)F Butyl 6-(3-chloro-6-(difluoromethyl)-2-fluorophenyl)-3-(difluoromethyl)pyrazine-2-carboxylate